NCCCNC1=C(C=CC=C1)[N+](=O)[O-] N-(3-AMINOPROPYL)-2-NITROBENZENAMINE